[2-[(4,4-dimethylcyclohexyl)methylamino]ethyl]carbamate CC1(CCC(CC1)CNCCNC([O-])=O)C